N1=C(N=CC=C1)CNC(=O)C1=NC=CC=C1 N-(pyrimidin-2-ylmethyl)pyridineamide